BrC1=C(C(=C(C(=C1)[N+](=O)[O-])C)Br)OC 1,3-dibromo-2-methoxy-4-methyl-5-nitro-benzene